N-[4-({[2-(3-chlorophenyl)ethyl]amino}methyl)phenyl]acetamide ClC=1C=C(C=CC1)CCNCC1=CC=C(C=C1)NC(C)=O